tert-butyl 3-(6-methoxypyrazin-2-yl)pyrrolidine-1-carboxylate COC1=CN=CC(=N1)C1CN(CC1)C(=O)OC(C)(C)C